BrC=1C=CC(=NC1)CNC(CC(F)(F)F)=O N-((5-bromopyridin-2-yl)methyl)-3,3,3-trifluoropropanamide